Cl.ONC(CC)=N N-hydroxypropionimidamide hydrochloride